FC1=C(C(=O)O)C=C(C(=C1)C(NS(=O)(=O)C1(CC1)C)=O)N1CCCC1 2-fluoro-4-(((1-methylcyclopropyl)sulfonyl)carbamoyl)-5-(pyrrolidin-1-yl)benzoic acid